FC(F)(F)C1=NC(=NO1)C1=CC=C(C=C1)C=C (trifluoromethyl)-3-(4-vinylphenyl)-1,2,4-oxadiazole